C(C)OC(=O)C1=C(NC(=N[C@H]1C1=C(C(=CC=C1)F)C)C=1SC=CN1)CN1C[C@@H]2N(CC1)C(N(C2)C21CCC(CC2)C1)=O 4-((S)-7-(((S)-5-(ethoxycarbonyl)-6-(3-fluoro-2-methylphenyl)-2-(thiazole-2-yl)-3,6-dihydropyrimidin-4-yl)methyl)-3-oxohexahydroimidazo[1,5-a]pyrazin-2(3H)-yl)bicyclo[2.2.1]heptane